C(C)(C)N1[C@@H](CCC1)CO [(2S)-1-isopropylpyrrolidin-2-yl]methanol